N1(CCOCC1)C1=CC=2C3=NNC=4C=CC(NCCOCCOC(=C1)C2)=CC34 4-(morpholin-4-yl)-7,10-dioxa-13,18,19-triazatetracyclo[12.5.2.12,6.017,20]docosa-1(19),2(22),3,5,14(21),15,17(20)-heptaene